alpha-ketoglutarate magnesium salt [Mg+2].O=C(C(=O)[O-])CCC(=O)[O-]